N4-benzyl-6-(1-methylcyclopropoxy)pyrimidine-4,5-diamine C(C1=CC=CC=C1)NC1=NC=NC(=C1N)OC1(CC1)C